N(=NC(C#N)(CC(C)(C)OCC)C)C(C#N)(CC(C)(OCC)C)C 2,2'-azobis(2,4-dimethyl-4-ethoxyvaleronitrile)